ClC1=C2C(=NC=C1)NC(=C2)C 4-chloro-2-methyl-1H-pyrrolo[2,3-b]Pyridine